C(CCCCCCCCC)C1=CC=C(C(=O)N(C)[C@H]2CN(CC2)C(=O)OC(C)(C)C)C=C1 tert-butyl (R)-3-(4-decyl-N-methylbenzamido)pyrrolidine-1-carboxylate